[O-2].[Y+3].[Sn+4].[Bi+3].[In+3] indium bismuth tin yttrium oxide